FC(C(C1=CC=C(C=C1)F)N1N=C(C(=C1)C1=CC=CC(=N1)C1=CC=2N(C=C1)N=C(N2)N)C)(C)F 7-(6-(1-(2,2-difluoro-1-(4-fluorophenyl)propyl)-3-methyl-1H-pyrazol-4-yl)pyridin-2-yl)-[1,2,4]triazolo[1,5-a]pyridin-2-amine